6-(5-fluoro-4-hydroxypyrimidin-2-yl)-8-[(2,4,5-trifluorophenyl)methyl]imidazo[1,2-a]pyrazine-2-carboxamide FC=1C(=NC(=NC1)C=1N=C(C=2N(C1)C=C(N2)C(=O)N)CC2=C(C=C(C(=C2)F)F)F)O